C(C(=C)C)(=O)OCCC[Si](OCC)(OCC)OCC γ-(methacryloxy)propyltriethoxysilane